2-(methylthio)propane CSC(C)C